C1(CCC1)NC1=CC(=NC=C1)NC(=O)C1OCCC1O N-[4-(cyclobutylamino)pyridin-2-yl]3-hydroxy-oxolane-2-carboxamide